C(C)C=1C2=C(SC1C#CCNC1=C(C=C(C=C1)S(=O)(=O)C)OC)C=CC=C2 3-ethyl-2-(3-((2-methoxy-4-(methylsulfonyl)phenyl)amino)prop-1-yn-1-yl)benzo[b]thiophen